4-METHYL HYDROGEN L-ASPARTATE N[C@@H](CC(=O)OC)C(=O)O